[5-(2,4-difluorophenyl)-1,3,4-thiadiazol-2-yl]-[4-(1-methylpyrazol-4-yl)-5,7-dihydro-4H-thieno[2,3-c]pyridin-6-yl]methanone FC1=C(C=CC(=C1)F)C1=NN=C(S1)C(=O)N1CC2=C(C(C1)C=1C=NN(C1)C)C=CS2